N-((1-(5-amino-2-benzylpentanoyl)-4-hydroxypiperidin-4-yl)methyl)-4-(3-(4-methylpiperazin-1-yl)propanamido)benzamide hydrochloride Cl.NCCCC(C(=O)N1CCC(CC1)(O)CNC(C1=CC=C(C=C1)NC(CCN1CCN(CC1)C)=O)=O)CC1=CC=CC=C1